4-(5-formyl-6-methoxy-3,4-dihydro-1H-isoquinolin-2-yl)-benzamide C(=O)C1=C2CCN(CC2=CC=C1OC)C1=CC=C(C(=O)N)C=C1